6-chloro-7-methoxy-N-(piperidin-4-yl)-1,2,3,4-tetrahydroacridin-9-amine ClC=1C=C2N=C3CCCCC3=C(C2=CC1OC)NC1CCNCC1